N-{2-[4-(2,4-difluorophenyl)piperidin-1-yl]phenyl}-5-methoxypyridine FC1=C(C=CC(=C1)F)C1CCN(CC1)C1=C(C=CC=C1)N1CC=CC(=C1)OC